ClC1=C(C=C(C(=C1)F)C1=NC=C(C=C1Cl)S(=O)(=O)C)C1=NOC(C1)(C(=O)OCC)C Ethyl 3-[2-chloro-5-(3-chloro-5-methylsulfonyl-2-pyridyl)-4-fluoro-phenyl]-5-methyl-4H-isoxazole-5-carboxylate